5-(4-phenylbutoxy)oxy-6-benzenesulfonamido-N-carboxypropyl-isoindolin-1,3-dione C1(=CC=CC=C1)CCCCOOC=1C=C2C(N(C(C2=CC1NS(=O)(=O)C1=CC=CC=C1)=O)CCCC(=O)O)=O